2-pyridylalanine N1=C(C=CC=C1)N[C@@H](C)C(=O)O